tert-butyl (2-(4-fluoro-3-((1R,3R)-3-methyl-2-(2,2,2-trifluoroethyl)-2,3,4,9-tetrahydro-1H-pyrido[3,4-b]indol-1-yl)phenoxy)ethyl)(3-fluoropropyl)carbamate FC1=C(C=C(OCCN(C(OC(C)(C)C)=O)CCCF)C=C1)[C@H]1N([C@@H](CC2=C1NC1=CC=CC=C21)C)CC(F)(F)F